2-chloro-4-((tetrahydro-2H-pyran-3-yl)amino)pyrimidine-5-carboxylic acid ClC1=NC=C(C(=N1)NC1COCCC1)C(=O)O